methyl (2S,3S,4S,5R)-3-(3,4-difluoro-2-hydroxyphenyl)-4,5-dimethyl-5-(trifluoromethyl)tetrahydrofuran-2-carboxylate FC=1C(=C(C=CC1F)[C@H]1[C@H](O[C@]([C@H]1C)(C(F)(F)F)C)C(=O)OC)O